OC1=CC=C(C=C2C(N(C(S2)=NN=C2C(NC3=CC=C(C=C23)F)=O)C2=CC=C(C=C2)CCCC)=O)C=C1 3-(2-(5-(4-hydroxybenzylidene)-3-(4-n-butylphenyl)-4-oxothiazolidine-2-ylidene)hydrazono)-5-fluoroindol-2-one